[Ga].[Sn].[In] indium-tin-gallium